Hepta-1,3,5-triene C=CC=CC=CC